C(C)N(CCCN1C2=C(C3=CC=C(C=C13)OC)C=C(N=C2C)F)CC N,N-diethyl-3-(3-fluoro-7-methoxy-1-methyl-9H-pyrido[3,4-b]indol-9-yl)propan-1-amine